CC=1SC2=C(C(=NC=C2)N[C@H]2CN(CCC2)C(=O)OC(C)(C)C)N1 tert-butyl (R)-3-((2-methylthiazolo[4,5-c]pyridin-4-yl)amino)piperidine-1-carboxylate